ethyl (Z)-3-(3-chloro-1-(tetrahydro-2H-pyran-2-yl)-1H-pyrazol-4-yl)-2-fluoroacrylate ClC1=NN(C=C1\C=C(\C(=O)OCC)/F)C1OCCCC1